[Cl-].C(CCC)[N+]1(C(C(CC1)C)C(=O)O)C 1-butyl-1-methyl-3-methylcarboxypyrrolidinium chloride